Cl.N[C@@H](C(=O)O)CC1=CC=C(C=C1)Cl (R)-2-amino-3-(4-chlorophenyl)propionic acid hydrochloride